3-[4-(trifluoromethyl)Phenyl]-1H-Pyrazole FC(C1=CC=C(C=C1)C1=NNC=C1)(F)F